lithium citraconic acid C(\C(\C)=C/C(=O)O)(=O)O.[Li]